C(#N)C1=C(OC2=CC=C3N=CC(=NC3=C2)CC2CCN(CC2)C2CCC(CC2)C2=C(C=C(C=C2)NC2C(NC(CC2)=O)=O)F)C(=CC=C1NS(N(C)CC)(=O)=O)F 7-[2-cyano-3-[[ethyl(methyl)sulfamoyl]amino]-6-fluoro-phenoxy]-2-[[1-[4-[4-[(2,6-dioxo-3-piperidyl)amino]-2-fluoro-phenyl]cyclohexyl]-4-piperidyl]methyl]quinoxaline